C(=C)C1=CC=C(CC(C(CCCC(CCCCC(CCCC(C)C)C)C)C)CC2=CC=C(C=C2)C=C)C=C1 Bis(4-vinylbenzyl)(2E,4E,6E,8E,10E,12E,14E)-2,6,11,15-tetramethylhexadecane